C1CCC2=NC3=C(C(=C21)NC(=O)N=[S@@](=O)(N)C2=NN(C(=C2)C(C)(C)O)C)CCC3 (S)-N'-((1,2,3,5,6,7-hexahydrodicyclopenta[b,e]pyridin-8-yl)carbamoyl)-5-(2-hydroxypropan-2-yl)-1-methyl-1H-pyrazole-3-sulfonimidamide